(2S)-2-[[2-(2,3-dihydro-1H-inden-5-yloxy)-9-[(4-phenylphenyl)methyl]purin-6-yl]amino]-3-phenylpropan-1-ol C1CCC2=CC(=CC=C12)OC1=NC(=C2N=CN(C2=N1)CC1=CC=C(C=C1)C1=CC=CC=C1)N[C@H](CO)CC1=CC=CC=C1